1-(2-amino-4-chlorophenyl)ethan-1-one gadolinium 2,2',2''-{(2S)-10-(carboxymethyl)-2-[4-(2-ethoxyethoxy)benzyl]-1,4,7,10-tetraazacyclododecane-1,4,7-triyl}triacetate C(=O)(O)CN1CCN(CCN(C[C@@H](N(CC1)CC(=O)[O-])CC1=CC=C(C=C1)OCCOCC)CC(=O)[O-])CC(=O)[O-].[Gd+3].NC1=C(C=CC(=C1)Cl)C(C)=O